8-hydroxy-9-methyl-3,4-dihydrobenzo[b]oxepin-5(2H)-one OC=1C=CC2=C(OCCCC2=O)C1C